2-[[2-amino-1-(3-thienyl)ethyl]amino]-6-(5,6-dimethoxybenzimidazol-1-yl)pyridine-3-carboxamide NCC(C1=CSC=C1)NC1=NC(=CC=C1C(=O)N)N1C=NC2=C1C=C(C(=C2)OC)OC